tert-butyl tetrahydro-1(2H)-pyridazinecarboxylate N1(NCCCC1)C(=O)OC(C)(C)C